4-[2-(5-Fluoro-2-pyridyl)-4,5,6,7-tetrahydropyrazolo[1,5-a]pyridin-3-yl]-1H-pyrrolo[2,3-b]pyridine FC=1C=CC(=NC1)C1=NN2C(CCCC2)=C1C1=C2C(=NC=C1)NC=C2